C(C1=CC=CC=C1)C1(CN(CC1)S(=O)(=O)C=1C=NC(=CC1)C(F)(F)F)C=1C=C2C=NN(C2=CC1C)C=1C=CC(N(C1)C)=O 5-(5-(3-benzyl-1-((6-(trifluoromethyl)pyridin-3-yl)sulfonyl)pyrrolidin-3-yl)-6-methyl-1H-indazol-1-yl)-1-methylpyridin-2(1H)-one